palmitic acid C(CCCCCCCCCCCCCCC)(=O)O